FC1=C(C(=CC=C1)F)C1=N[C@H](C(NC=2SC=3OCCOCC3C12)=O)C (13S)-15-(2,6-difluorophenyl)-13-methyl-4,7-dioxa-9-thia-11,14-diazatricyclo[8.5.0.02,8]pentadec-1(10),2(8),14-trien-12-one